FC(COCC1=CC(=CC=C1)OC)(F)C1=C(C=CC=C1)C1=CC=CC=C1 (1,1-difluoro-2-((3-methoxybenzyl)oxy)ethyl)-1,1'-biphenyl